N-methyl-10,15,32-trioxa-3,21,23,27,31-pentazahexacyclo[20.6.2.12,5.116,20.04,9.025,29]dotriaconta-1(28),2,4,6,8,16(31),17,19,22(30),23,25(29),26-dodecaen-26-amine CNC=1C=2C=NC=3NC4=CC=CC(OCCCCOC5=CC=CC6=C5N=C(C(=CN1)C2C3)O6)=N4